(S)-6-cyclopropoxy-N-(1-methoxypropan-2-yl)-8-(4-(trifluoromethyl)piperidin-1-yl)quinoline-3-carboxamide C1(CC1)OC=1C=C2C=C(C=NC2=C(C1)N1CCC(CC1)C(F)(F)F)C(=O)N[C@H](COC)C